tert-butyl 5-(4-bromo-6-chloro-1-(tetrahydro-2H-pyran-2-yl)-1H-indazol-5-yl)pentanoate BrC1=C2C=NN(C2=CC(=C1CCCCC(=O)OC(C)(C)C)Cl)C1OCCCC1